C(C)(C)(C)C1=C(O)C=C(C(=C1)O)C(C)(C)C 2,5-di-tert-butyl-hydroquinone